C1=CC=CC=2C3=CC=CC=C3N(C12)C1=CC=C(S1)C=O 5-(9H-carbazol-9-yl)thiophene-2-carbaldehyde